COC1=C(C=C(C=C1)OC)N1C(SC(=C1C=1C=C(C(=O)NCCCCC2=CC=CC=C2)C=CC1)C)=O 3-(3-(2,5-dimethoxyphenyl)-5-methyl-4-thiazolinonyl)-N-(4-phenylbutyl)benzamide